2-chloro-N-(2-chloro-6-methoxyphenyl)-4-methoxypyrimidine-5-carboxamide ClC1=NC=C(C(=N1)OC)C(=O)NC1=C(C=CC=C1OC)Cl